ClC=1C=C(C=CC1)C(C(C1=CC=CC=C1)OC(N[C@H](C(=O)N[C@@H](CC=1C(NC=CC1)=O)C(C(=O)NC1CC1)O)CCCC)=O)(F)F ((2S)-1-(((2S)-4-(cyclopropylamino)-3-hydroxy-4-oxo-1-(2-oxo-1,2-dihydropyridin-3-yl)butan-2-yl)amino)-1-oxohexan-2-yl)carbamic acid 2-(3-chlorophenyl)-2,2-difluoro-1-phenylethyl ester